COC=1C=C(C=CC1OC)C1=C(C=2N=C(N=CC2N1)C1CCN(CC1)C1CCN(CC1)CC(C)C)C 6-(3,4-dimethoxyphenyl)-2-(1'-isobutyl-[1,4'-bipiperidin]-4-yl)-7-methyl-5H-pyrrolo[3,2-d]pyrimidine